5-Carboxyl-isoindoline C(=O)(O)C=1C=C2CNCC2=CC1